CC1=NC=C(C(=C1)C1=CC=2N(C=C1)N=C(C2)NC2=NC=C(N=C2)C)OC2C[C@@H]1COC[C@H](C2)N1C 5-[2-methyl-5-[[(1S,5R,7s)-9-methyl-3-oxa-9-azabicyclo[3.3.1]nonan-7-yl]oxy]-4-pyridyl]-N-(5-methylpyrazin-2-yl)pyrazolo[1,5-a]pyridin-2-amine